NC1=CC=CC2=CC=CC(=C12)C1=CC=CC=C1 1-amino-8-phenylnaphthalene